ClC1=C(OCC=2C=C(C=CC2)[C@H]2CN(CC2)CC2=NC3=C(N2C[C@H]2OCC2)C=C(C=C3)C(=O)O)C=CC(=C1)Cl 2-{[(3S)-3-{3-[(2,4-dichlorophenoxy)methyl]phenyl}pyrrolidin-1-yl]methyl}-1-{[(2S)-oxetan-2-yl]methyl}-1H-1,3-benzodiazole-6-carboxylic acid